NC1(COC1)CNC1=NC(=NC2=CC=C(C=C12)C)N1CCS(C2=C(C1)C=CC=C2)(=NC(F)(F)F)=O 4-(4-(((3-aminooxetane-3-yl)methyl)amino)-6-methylquinazolin-2-yl)-1-((trifluoromethyl)imino)-2,3,4,5-tetrahydro-1H-1λ4-benzo[f][1,4]thiazepine-1-oxide